6-[1-[(1S)-1-[(2S,4R)-4-hydroxy-2-(methylcarbamoyl)pyrrolidine-1-carbonyl]-2,2-dimethyl-propyl]triazol-4-yl]pyridine-3-carboxylic acid O[C@@H]1C[C@H](N(C1)C(=O)[C@H](C(C)(C)C)N1N=NC(=C1)C1=CC=C(C=N1)C(=O)O)C(NC)=O